FC1=C(C=CC=C1F)[C@@H]1N(OCC1)C1=CC(=NC=N1)NC=1C(=CC(=C(C1)NC(C=C)=O)N1CCC(CC1)N1C[C@H](CC1)N(C)C)OC N-(5-((6-((R)-3-(2,3-difluorophenyl)isoxazolidine-2-yl)pyrimidine-4-yl)amino)-2-(4-((S)-3-(dimethyl-amino)pyrrolidine-1-yl)piperidine-1-yl)-4-methoxy-phenyl)acrylamide